C(#N)C1=CC(=CC2=C1SC(=C2)C=2SC(=C(N2)C)C(=O)O)OCC(C)O 2-(7-cyano-5-(2-hydroxypropoxy)benzo[b]thiophen-2-yl)-4-methylthiazole-5-carboxylic acid